C(C)(=O)N1CC(C=2C3=C(C(NC2C1)=O)C=C(C(=C3)F)F)NC 3-acetyl-8,9-difluoro-1-(methylamino)-1,3,4,5-tetrahydrobenzo[c][1,7]naphthyridin-6(2H)-one